6-(5-cyano-1H-pyrazol-1-yl)-(5-trifluoromethylpyridin-3-yl)-1-(2-oxo-1,2-dihydrobenzo[cd]indol-6-yl)-5-trifluoromethyl-1H-pyrazole-4-carboxamide C(#N)C1=CC=NN1C1(C=2C3=C(C(NC3=CC1)=O)C=CC2)N2N=C(C(=C2C(F)(F)F)C(=O)N)C=2C=NC=C(C2)C(F)(F)F